methyl 3-cyclopropyl-5-(trifluoromethyl)-1H-indazole-7-carboxylate C1(CC1)C1=NNC2=C(C=C(C=C12)C(F)(F)F)C(=O)OC